COC1=C(C=2CCCCC2C=C1)C(=O)O 2-methoxy-5,6,7,8-tetrahydronaphthalene-1-carboxylic acid